NC1=CC(=C(C=C1)S(=O)(C)=NCCCNC(OC(C)(C)C)=O)C tert-butyl N-[3-[[(4-amino-2-methyl-phenyl)-methyl-oxo-λ6-sulfanylidene]amino]propyl]carbamate